C(C)(=O)N[C@@H](CC(O)=O)C(=O)N[C@@H](CCC(O)=O)C(=O)N[C@@H](C(C)C)C(=O)NC(CC(=O)O)C=O N-acetyl-L-α-aspartyl-L-α-glutamyl-N-(2-carboxy-1-formylethyl)-L-valinamide